C(CCN(CCCO)CCCCCC(=O)OCC(CCCCCCCC)CCCCCCCC)N(CCCO)CCCCCC(=O)OCC(CCCCCCCC)CCCCCCCC di(2-octyldecyl) 6,6'-(propan-1,3-diyl-bis((3-hydroxypropyl)azanediyl))dihexanoate